8-chloro-5-iodo-3-methyl-imidazo[1,5-a]pyrazine ClC=1C=2N(C(=CN1)I)C(=NC2)C